C1C(=O)C2=CC=CC=C2N1 pseudoindoxyl